C(C)O/C=C/C=1C(=CC=C2C=CC(N(C12)C)=O)F (E)-8-(2-ethoxyvinyl)-7-fluoro-1-methylquinolin-2(1H)-one